5-amino-2-[1-(5-fluoro-2-pyridinyl)propyl]-8-[2-(hydroxymethyl)-6-methyl-4-pyridinyl]-7-phenyl-[1,2,4]triazolo[4,3-c]pyrimidin-3-one NC1=NC(=C(C=2N1C(N(N2)C(CC)C2=NC=C(C=C2)F)=O)C2=CC(=NC(=C2)C)CO)C2=CC=CC=C2